ethyl 1-(4-(2,6-bis(benzyloxy) pyridin-3-yl)-2-fluorophenyl)-2-oxopiperidine-4-carboxylate C(C1=CC=CC=C1)OC1=NC(=CC=C1C1=CC(=C(C=C1)N1C(CC(CC1)C(=O)OCC)=O)F)OCC1=CC=CC=C1